gold(I) phosphole P1C=CC=C1.[Au+]